S1N=C(C=C1)CN1[C@H]2CC(C[C@@H]1CC2)N (1R,3s,5S)-8-(isothiazol-3-ylmethyl)-8-azabicyclo[3.2.1]octan-3-amine